4-[4-[3,5-difluoro-4-(3-pyrazol-1-ylphenyl)phenyl]-5-methyl-1H-pyrazol-3-yl]pyridine FC=1C=C(C=C(C1C1=CC(=CC=C1)N1N=CC=C1)F)C=1C(=NNC1C)C1=CC=NC=C1